4-amino-2-(ethylsulfanyl)-6-(thiazol-2-yl)nicotinonitrile NC1=CC(=NC(=C1C#N)SCC)C=1SC=CN1